6-methyl-7H-pyrrolo[2,3-d]pyrimidin CC1=CC2=C(N=CN=C2)N1